N-[2-chloro-4-fluoro-3-[([3-methyl-1H-pyrazolo[3,4-b]pyridin-5-yl]oxy)methyl]phenyl]-5-fluoro-2-methylpyridine-3-sulfonamide ClC1=C(C=CC(=C1COC=1C=C2C(=NC1)NN=C2C)F)NS(=O)(=O)C=2C(=NC=C(C2)F)C